N-(4-cyano-2,3-dimethylphenyl)-2-(4-((1-(2-(2,6-dioxopiperidin-3-yl)-1,3-dioxoisoindoline-5-yl)azetidin-3-yl)ethynyl)-1H-pyrazol-1-yl)-2-methylpropionamide C(#N)C1=C(C(=C(C=C1)NC(C(C)(C)N1N=CC(=C1)C#CC1CN(C1)C=1C=C2C(N(C(C2=CC1)=O)C1C(NC(CC1)=O)=O)=O)=O)C)C